cyanosilver C(#N)[Ag]